3-hydroxy-N-methyl-4-(prop-2-ynylamino)benzamide OC=1C=C(C(=O)NC)C=CC1NCC#C